N-[3-(azepan-1-yl)-4-(2-pyridin-2-ylpiperazine-1-carbonyl)phenyl]cyclopropanecarboxamide N1(CCCCCC1)C=1C=C(C=CC1C(=O)N1C(CNCC1)C1=NC=CC=C1)NC(=O)C1CC1